N-cyclopropylmethanesulfonamide C1(CC1)NS(=O)(=O)C